N-[1-[5-(1-fluorovinyl)-2-pyrimidin-2-yl-1,2,4-triazol-3-yl]ethyl]-N-methyl-3,5-bis(trifluoromethyl)benzamide FC(=C)C=1N=C(N(N1)C1=NC=CC=N1)C(C)N(C(C1=CC(=CC(=C1)C(F)(F)F)C(F)(F)F)=O)C